2,3',5'-trifluoro-[1,1'-biphenyl]-4-carboxylic acid FC1=C(C=CC(=C1)C(=O)O)C1=CC(=CC(=C1)F)F